indole-5-boronic acid pinacol ester N1C=CC2=CC(=CC=C12)B1OC(C)(C)C(C)(C)O1